(D)-3-hydroxybutyl-(D)-β-hydroxybutyrate OC(CCOC(CC(C)O)=O)C